FC1=C(C(=C(C(=C1[B-](C1=C(C(=C(C(=C1F)F)F)F)F)(C1=C(C(=C(C(=C1F)F)F)F)F)C1=C(C(=C(C(=C1F)F)F)F)F)F)F)F)F.C1(=CC=C(C=C1)[S+](C1=CC=C2SC=3C=CC(=CC3C(C2=C1)=O)C(C)C)C1=CC=C(C=C1)C)C 7-[di(p-toluyl)sulphonio]-2-isopropylthioxanthone tetrakis(pentafluorophenyl)borate